[O-]C#N.[Cr+3].[K+].[O-]C#N.[O-]C#N.[O-]C#N potassium chromium cyanate